N-(4-(2-(((1r,4r)-4-(Dimethylamino)cyclohexyl)amino)-8-isopropyl-7-oxo-7,8-dihydropyrido[2,3-d]pyrimidin-6-yl)-2,3,6-trifluorophenyl)-3,3,3-trifluoropropane-1-sulfonamide CN(C1CCC(CC1)NC=1N=CC2=C(N1)N(C(C(=C2)C2=C(C(=C(C(=C2)F)NS(=O)(=O)CCC(F)(F)F)F)F)=O)C(C)C)C